tert-butyl (3S)-11-cyano-10-(((E)-(dimethylamino)methylene)amino)-2,3,5,6-tetrahydro-4H-3,7-methanobenzo[b][1,4,7]oxadiazonine-4-carboxylate C(#N)C1=C(C=CC2=C1OC[C@H]1N(CCN2C1)C(=O)OC(C)(C)C)/N=C/N(C)C